C(C)(C)(C)OC(=O)N1CCN(CC1)C1=NC=NC2=CC(=C(C=C12)Cl)Br 4-(7-bromo-6-chloroquinazolin-4-yl)piperazine-1-carboxylic acid tert-butyl ester